COCOC=1C=C(C2=CC=CC=C2C1)C1CCC=2C(=NC(=NC2C1)S(=O)(=O)C)N1CC2CCC(C1)N2C(=O)OC(C)(C)C tert-butyl 3-(7-(3-(methoxymethoxy) naphthalen-1-yl)-2-(methylsulfonyl)-5,6,7,8-tetrahydroquinazolin-4-yl)-3,8-diazabicyclo[3.2.1]octane-8-carboxylate